propyl-thiourethane C(CC)NC(=S)OCC